CN1N=C(N=C1C)C1=CC=C(CN2C3=NC(=NC=C3NC2=O)C2=C(C=CC=C2)C(C)C)C=C1 9-(4-(1,5-dimethyl-1H-1,2,4-triazol-3-yl)benzyl)-2-(2-isopropylphenyl)-7,9-dihydro-8H-purin-8-one